2-hydroxy-6-(2-chlorobenzylamino)purine OC1=NC(=C2NC=NC2=N1)NCC1=C(C=CC=C1)Cl